(6-(4-((4-(1H-pyrazol-4-yl)phenyl)amino)-6,7-dihydro-5H-cyclopenta[d]pyrimidin-2-yl)-1-methyl-1H-indol-2-yl)(3,3-difluoroazetidin-1-yl)methanone N1N=CC(=C1)C1=CC=C(C=C1)NC=1C2=C(N=C(N1)C1=CC=C3C=C(N(C3=C1)C)C(=O)N1CC(C1)(F)F)CCC2